tert-butyl [(Z)-[(tert-butoxycarbonyl)amino]{[4-(2-hydroxyethyl)benzyl]amino}methylidene]carbamate C(C)(C)(C)OC(=O)N\C(\NCC1=CC=C(C=C1)CCO)=N/C(OC(C)(C)C)=O